3-[(6-carbamoylpyrimidin-4-yl)oxymethyl]cyclopentanecarboxylic acid C(N)(=O)C1=CC(=NC=N1)OCC1CC(CC1)C(=O)O